2,6-diisopropoxy-1,1-biphenyl C(C)(C)OC1=C(C(=CC=C1)OC(C)C)C1=CC=CC=C1